C(C1=CC=CC=C1)OC(=O)NCC1(C2CCN(CC12)C(=O)OC(C)(C)C)C1=NC=C(C=C1)F tert-butyl 7-((((benzyloxy)carbonyl)amino)methyl)-7-(5-fluoropyridin-2-yl)-3-azabicyclo[4.1.0]heptane-3-carboxylate